ClC=1C=C(CNC(=O)C2=CN(C3=CC(=C(C=C3C2=O)F)N2CCN(CC2)CC)C2CC2)C=CC1 N-(3-chlorobenzyl)-1-cyclopropyl-7-(4-ethylpiperazin-1-yl)-6-fluoro-4-oxo-1,4-dihydroquinoline-3-carboxamide